C(C)(C)N1CC(CC1=O)NC(CC1=C(C=CC=C1)C)=O N-(1-isopropyl-5-oxopyrrolidin-3-yl)-2-(2-methylphenyl)acetamide